tert-butyl (2S,6R)-2-(5-aminopyridin-3-yl)-6-methylpiperidine-1-carboxylate NC=1C=C(C=NC1)[C@H]1N([C@@H](CCC1)C)C(=O)OC(C)(C)C